OC1(CCC(CC1)NC(OC(C)(C)C)=O)CSC Tert-butyl {cis-4-hydroxy-4-[(methylthio)methyl]cyclohexyl}carbamate